C(C)(=O)OC=1C(C(=O)[O-])=CC=CC1 ACETYLSALICYLATE